FC1=C(C(=CC(=N1)C(=O)NC)B1OC(C(O1)(C)C)(C)C)OC 6-fluoro-5-methoxy-N-methyl-4-(4,4,5,5-tetramethyl-1,3,2-dioxaborolan-2-yl)picolinamide